OC1CCN(CC1)CCN1C(NC2=NC=C(C=C21)C2=CC(=CC=C2)C(F)(F)F)=O 1-[2-(4-hydroxy-1-piperidinyl)ethyl]-6-[3-(trifluoromethyl)phenyl]-3H-imidazo[4,5-b]pyridin-2-one